N-(((2S,3S)-1-(6-(6-(difluoromethyl)imidazo[1,2-b]pyridazin-3-yl)pyrimidin-4-yl)-2-methylpiperidin-3-yl)methyl)methanesulfonamide FC(C=1C=CC=2N(N1)C(=CN2)C2=CC(=NC=N2)N2[C@H]([C@@H](CCC2)CNS(=O)(=O)C)C)F